NCCC(=O)NC=1SC(=C(N1)C)C(=O)OCC ethyl 2-(3-aminopropanoylamino)-4-methyl-thiazole-5-carboxylate